C1(=CC=CC=C1)C1=C(NC=2C1=NC=CC2)C2=C(C=NC=C2)OC[C@@H]2N(CC2)C(C=C)=O |o1:23| 1-[(2R*)-2-({[4-(3-phenyl-1H-pyrrolo[3,2-b]pyridin-2-yl)pyridin-3-yl]oxy}methyl)azetidin-1-yl]prop-2-en-1-one